2-oxo-7-thia-1-azabicyclo[4.3.0]Nonane-3,5,8-triene-9-carboxylic acid O=C1N2C(=CSC2=CC=C1)C(=O)O